BrC1=C(C=C(OCCC[C@H]2C[C@@H](N(CC2)C(=O)OC(C)(C)C)C)C=C1)C(F)(F)F tert-butyl (2S,4R)-4-(3-(4-bromo-3-(trifluoromethyl)phenoxy)propyl)-2-methylpiperidine-1-carboxylate